[N+](=O)([O-])C1=C(C(=O)OC)C=C(C(=C1Br)O)Br methyl 2-nitro-3,5-dibromo-4-hydroxybenzoate